FC=1C=CC2=C(N=C(O2)NC=2OC3=C(N2)C=C(C=C3)C(C(=O)O)C)C1 2-(2-((5-fluorobenzo[d]oxazol-2-yl)amino)benzo[d]oxazol-5-yl)propanoic acid